N-(2-(Dimethyl(tetradecyl)ammonio)acetyl)-N-methyl-2,3-dihydroxypropylamine Trifluoroacetate FC(C(=O)[O-])(F)F.C[N+](CC(=O)N(C)CC(CO)O)(CCCCCCCCCCCCCC)C